tert-butyl 2,7-dimethyl-3-[[[1-(trifluoromethyl)cyclopropyl]amino]methyl]-5,7-dihydro-4H-pyrazolo[3,4-c]pyridine-6-carboxylate CN1N=C2C(N(CCC2=C1CNC1(CC1)C(F)(F)F)C(=O)OC(C)(C)C)C